C(C)(C)(C)OC(=O)N1COC2=C(C1)C=CN=C2Br 8-Bromo-2,4-dihydropyrido[4,3-e][1,3]oxazine-3-carboxylic acid tert-butyl ester